IC1=CC=C(N=N1)N(C1CC2CCC(C1)N2C(=O)OC(C)(C)C)C tert-butyl (exo)-3-[(6-iodopyridazin-3-yl) (methyl)amino]-8-azabicyclo[3.2.1]octane-8-carboxylate